N-(5-((5-(difluoromethoxy)pyridin-2-yl)ethynyl)-8-(methylamino)-2,7-naphthyridin-3-yl)cyclopropanecarboxamide FC(OC=1C=CC(=NC1)C#CC1=C2C=C(N=CC2=C(N=C1)NC)NC(=O)C1CC1)F